silver boron fluoride B(F)(F)F.[Ag]